COC(=O)C=1N=C2N(CCN(C2)C)C1.BrC=1C=C(C=C(C1Cl)Cl)CC(CC(=O)NC=1C=CC(=C(C(=O)NC2=CC=C(C=C2)F)C1)Cl)(Cl)Cl Trans-5-(3-(3-bromo-4,5-dichlorophenyl)-2,2-dichloropropane-1-carboxamido)-2-chloro-N-(4-fluorophenyl)benzamide methyl-7-methyl-5H,6H,7H,8H-imidazo[1,2-a]pyrazine-2-carboxylate